2-(4-acetyl-6-bromo-5-fluoro-1-oxophthalazin-2(1H)-yl)acetic acid methyl ester COC(CN1C(C2=CC=C(C(=C2C(=N1)C(C)=O)F)Br)=O)=O